C(C)(C)C1=C(C=CC=C1)C1(CN(C(C1)=O)COCC[Si](C)(C)C)C(=O)OCC ethyl 3-(2-isopropylphenyl)-5-oxo-1-((2-(trimethylsilyl)ethoxy)methyl)pyrrolidine-3-carboxylate